6-(4-Phenoxyphenyl)nicotinic acid methyl ester COC(C1=CN=C(C=C1)C1=CC=C(C=C1)OC1=CC=CC=C1)=O